2-((4-(((S)-2-hydroxy-1-phenylethyl)amino)-5-(3-(quinuclidin-4-yl)-1,2,4-oxadiazol-5-yl)pyrimidin-2-yl)amino)-7,8,9,10,11,11a-hexahydro-5H-azepino[2,1-a]isoindol-5-one OC[C@H](C1=CC=CC=C1)NC1=NC(=NC=C1C1=NC(=NO1)C12CCN(CC1)CC2)NC=2C=CC=1C(N3C(C1C2)CCCCC3)=O